tert-butyl ((1-((2-chloro-5-iodopyrimidin-4-yl)amino)cyclohexyl)methyl)carbamate ClC1=NC=C(C(=N1)NC1(CCCCC1)CNC(OC(C)(C)C)=O)I